1-[1-[4-[(5-Cyclopropyl-1H-pyrazol-3-yl)amino]pyrimidin-2-yl]pyrrolidin-3-yl]cyclopropanol C1(CC1)C1=CC(=NN1)NC1=NC(=NC=C1)N1CC(CC1)C1(CC1)O